C(C)(C)(C)N1N=C(C=C1NC(OCC1=CC=CC=C1)=O)[C@@H]1C[C@@H](CC1)N1C(N(CC1=O)C(C)C)=O cis-benzyl (1-(tert-butyl)-3-(3-(3-isopropyl-2,5-dioxoimidazolidin-1-yl)cyclopentyl)-1H-pyrazol-5-yl)carbamate